C1=CC=C2C(=C1)C(=O)C3=C(C2=O)C(=CC=C3)O[C@H]4[C@@H]([C@H]([C@@H]([C@H](O4)CO)O)O)O The molecule is a monosaccharide derivative that is anthracene-9,10-dione substituted by a beta-D-glucopyranosyloxy group at position 1. It is an anthraquinone, a beta-D-glucoside and a monosaccharide derivative.